O1C(=NN=C1)C1(CCN(CC1)CC1=CC=C(C=C1)NC(C)=O)CCC1=CC=CC=C1 N-(4-((4-(1,3,4-oxadiazol-2-yl)-4-phenethyl-piperidin-1-yl)methyl)phenyl)acetamide